5-(9H-fluoren-2-yl)-2,3-dihydrothiophene C1=C(C=CC=2C3=CC=CC=C3CC12)C1=CCCS1